(5-(2,4-difluorophenoxy)pyridin-2-yl)-6-(2,2,2-trifluoroacetyl)-6-azaspiro[2.5]octane-1-carboxamide FC1=C(OC=2C=CC(=NC2)C2(CC23CCN(CC3)C(C(F)(F)F)=O)C(=O)N)C=CC(=C1)F